2,2-dimethyl-6-(1-methyl-1H-pyrazol-4-yl)morpholine CC1(CNCC(O1)C=1C=NN(C1)C)C